2-((diethoxyphosphoryl)methyl)-[1,1'-biphenyl]-4,4'-dicarboxylic acid dimethyl ester COC(=O)C1=CC(=C(C=C1)C1=CC=C(C=C1)C(=O)OC)CP(=O)(OCC)OCC